3-Cyclohexyl-7-ethyl-6-(2-fluorobenzyl)-3H-pyrazolo[4,3-d][1,2,3]triazin-4(6H)-one C1(CCCCC1)N1N=NC=2C(C1=O)=NN(C2CC)CC2=C(C=CC=C2)F